C(C)(C)(C)S(=O)(=O)C=1C(=CC=2N(C1)C(=CN2)I)OCCN2C(OCC2)=O 3-(2-((6-(tert-butylsulfonyl)-3-iodoimidazo[1,2-a]pyridin-7-yl)oxy)ethyl)oxazolidin-2-one